O=C1NC(CCC1N1C(C2=CC=C(C=C2C1=O)N1CCC(CC1)C(=O)NCCNC(OC(C)(C)C)=O)=O)=O tert-butyl (2-(1-(2-(2,6-dioxopiperidin-3-yl)-1,3-dioxoisoindolin-5-yl) piperidine-4-carboxamido)ethyl)carbamate